CC1=NC(=CC=C1C1=C(C(=C(C(=C1N1C2=CC=CC=C2C=2C=C(C=CC12)C(C)(C)C)C1=CC=NC=C1)N1C2=CC=CC=C2C=2C=C(C=CC12)C(C)(C)C)N1C2=CC=CC=C2C=2C=C(C=CC12)C(C)(C)C)N1C2=CC=CC=C2C=2C=C(C=CC12)C(C)(C)C)C 9,9',9'',9'''-(4-(2,6-dimethylpyridin-3-yl)-6-(pyridin-4-yl)benzene-1,2,3,5-tetrayl)tetrakis(3-(tert-butyl)-9H-carbazole)